C(C)N(CCC)CC Diethyl-n-propylamin